methylsulfonyl-[3-[rac-(1R)-3-(3-hydroxy-3-methyl-azetidin-1-yl)-1-[[rac-(6S)-6-tert-butyl-5,6,7,8-tetrahydrothieno[2,3-b]quinoline-2-carbonyl]amino]propyl]phenyl]azanide CS(=O)(=O)[N-]C1=CC(=CC=C1)[C@@H](CCN1CC(C1)(C)O)NC(=O)C1=CC=2C(=NC=3CC[C@@H](CC3C2)C(C)(C)C)S1 |r|